ClC=1C=C(C=CC1C=O)NC(OC(C)(C)C)=O tert-butyl (3-chloro-4-formylphenyl)carbamate